N1(CCCCC1)N=CC1=C2C(OC(C2=CC=C1)=O)=O ((piperidin-1-ylimino)methyl)isobenzofuran-1,3-dione